tert-Butyl (S)-(1-(4-((4-(1-ethyl-3-(pyridin-3-yl)-1H-pyrazol-4-yl)pyrimidin-2-yl)amino)phenyl)piperidin-3-yl)carbamate C(C)N1N=C(C(=C1)C1=NC(=NC=C1)NC1=CC=C(C=C1)N1C[C@H](CCC1)NC(OC(C)(C)C)=O)C=1C=NC=CC1